N-stearoyl-alanine C(CCCCCCCCCCCCCCCCC)(=O)N[C@@H](C)C(=O)O